NC1=CC(=C(OC=2C(=C(C=CC2)CCCOC2CCN(CC2)C(=O)OC(C)(C)C)F)C=C1)C=1C2=C(C(N(C1)C)=O)NC=C2 tert-butyl 4-[3-[3-[4-amino-2-(6-methyl-7-oxo-1H-pyrrolo[2,3-c]pyridin-4-yl)phenoxy]-2-fluoro-phenyl]propoxy]piperidine-1-carboxylate